C(CCCCCCCCCCCCCCC(C)C)(=O)O.OCC(CO)(CO)CO.OCC(CO)(CO)CO.OCC(CO)(CO)CO.OCC(CO)(CO)CO tetrapentaerythritol isostearate